N1=CC=NC2=CC(=CC=C12)C(C)O 1-(quinoxalin-6-yl)ethan-1-ol